4-(2-(((S)-((S or R)-7-(1-methyl-1H-pyrazol-4-yl)-3,4-dihydro-2H-pyrido[3,2-b][1,4]oxazin-3-yl)(phenyl)methyl)amino)ethyl)benzonitrile CN1N=CC(=C1)C1=CC=2OC[C@@H](NC2N=C1)[C@H](C1=CC=CC=C1)NCCC1=CC=C(C#N)C=C1 |o1:11|